C1(CC1)C1=NC=NC(=C1C1=NC=C(C(N1CC1=CC=C(C=C1)C=1N(C=C(N1)C(F)(F)F)CC)=O)C)OC 2-(4-cyclopropyl-6-methoxy-pyrimidin-5-yl)-3-[[4-[1-ethyl-4-(trifluoromethyl)imidazol-2-yl]phenyl]methyl]-5-methyl-pyrimidin-4-one